2-(1-(tert-butoxycarbonyl)-3,3-difluoropyrrolidin-2-yl)acetic acid C(C)(C)(C)OC(=O)N1C(C(CC1)(F)F)CC(=O)O